C(OCC)(OC[C@H]1O[C@H]([C@@H]([C@H]([C@@H]1O)O)O)OC1=C(C=CC=C1)CC1=CC=C(C=C1)OC)=O ethyl ((2R,3S,4S,5R,6S)-3,4,5-trihydroxy-6-(2-(4-methoxybenzyl)phenoxy)tetrahydro-2H-pyran-2-yl)methyl carbonate